BrC=1C=CC(=C(C1)C(CC=C)NS(=O)C(C)(C)C)C N-(1-(5-bromo-2-methylphenyl)but-3-en-1-yl)-2-methylpropane-2-sulfinamide